2-(5-(cyclopropylmethyl)-4-(3-fluoro-4-sulfamoylbenzyl)-3-(3-((5-methylthiophen-3-yl)ethynyl)phenyl)-1H-pyrazol-1-yl)thiazole-4-carboxylic acid C1(CC1)CC1=C(C(=NN1C=1SC=C(N1)C(=O)O)C1=CC(=CC=C1)C#CC1=CSC(=C1)C)CC1=CC(=C(C=C1)S(N)(=O)=O)F